phthalimide dichloride [Cl-].[Cl-].C1(C=2C(C(N1)=O)=CC=CC2)=O